OC(C(O)O)(C)C 2-hydroxy-2-methylpropanediol